C(#N)C1=CC(=C(COC2=CC=CC(=N2)C2=CC(=C(CC3=NC4=C(N3C[C@@H]3NC[C@@H](C3)O)C=C(C=C4)C(=O)OC)C=C2F)F)C=C1)F Methyl 2-(4-(6-((4-cyano-2-fluorobenzyl)oxy)pyridin-2-yl)-2,5-difluorobenzyl)-1-(((2R,4R)-4-hydroxypyrrolidin-2-yl)methyl)-1H-benzo[d]imidazole-6-carboxylate